2,4-dichloro-3-((6-cyano-1,4-dimethyl-1H-indol-2-yl)methyl)-N-(4-hydroxycyclohexyl)benzamide ClC1=C(C(=O)NC2CCC(CC2)O)C=CC(=C1CC=1N(C2=CC(=CC(=C2C1)C)C#N)C)Cl